(3-(2-bromobenzoyl)-2-(2-bromophenyl)indolizin-1-yl)pyridin-2(1H)-one BrC1=C(C(=O)C2=C(C(=C3C=CC=CN23)N2C(C=CC=C2)=O)C2=C(C=CC=C2)Br)C=CC=C1